Diacetyloxyisobutoxymethylsilan C(C)(=O)O[SiH](COCC(C)C)OC(C)=O